N-[4-Chloro-5-(5-cyclopropyl-4H-1,2,4-triazol-3-yl)-2-methylphenyl]-6-methoxypyrazolo[1,5-a]pyridine-3-carboxamide ClC1=CC(=C(C=C1C1=NN=C(N1)C1CC1)NC(=O)C=1C=NN2C1C=CC(=C2)OC)C